(dl)-1,4-bis(4-nitro-2-trifluoromethylphenoxy)benzene [N+](=O)([O-])C1=CC(=C(OC2=CC=C(C=C2)OC2=C(C=C(C=C2)[N+](=O)[O-])C(F)(F)F)C=C1)C(F)(F)F